N-(5-fluoro-2-{[1-(1-methylpiperidin-4-yl)({[4-(propan-2-yloxy)phenyl]methyl}-carbamoyl)amino]methyl}phenyl)acetamide FC=1C=CC(=C(C1)NC(C)=O)CNC(NC(C1CCN(CC1)C)C1=CC=C(C=C1)OC(C)C)=O